tert-butyl 7-(benzylthio)-3-(methoxymethyl)-5-methyl-1H-indazole-1-carboxylate C(C1=CC=CC=C1)SC=1C=C(C=C2C(=NN(C12)C(=O)OC(C)(C)C)COC)C